C(C)C1N(CCCC1)[Si](OC)(OC)C(C)(C)C (2-ethylpiperidinyl)-tert-butyldimethoxysilane